OC1=C(C(=O)OCC)C(=CC(=N1)C(F)(F)F)C=C ethyl 2-hydroxy-6-(trifluoromethyl)-4-vinylnicotinate